N-(2,4-dimethoxybenzyl)-4-methoxybutan-1-amine COC1=C(CNCCCCOC)C=CC(=C1)OC